C(C)(C)C1=C(C=CC=C1)OP(=O)(OC1=C(C=CC=C1)C(C)C)OC1=C(C=CC=C1)C(C)C tri(isopropylphenyl)phosphate